(±)-trans-N-(8-(diphenylmethyleneamino)-6-(4-methylpyridin-3-yl)isoquinolin-3-yl)-2-(hydroxymethyl)cyclopropanecarboxamide C1(=CC=CC=C1)C(C1=CC=CC=C1)=NC=1C=C(C=C2C=C(N=CC12)NC(=O)[C@H]1[C@@H](C1)CO)C=1C=NC=CC1C |r|